FC=1C=C(C(=O)N2CCC(CC2)N2CC(C2)(N2N=CC(=C2)C=2C3=C(N=CN2)NC=C3)CC#N)C=CC1F {1-[1-(3,4-difluorobenzoyl)piperidin-4-yl]-3-[4-(7H-pyrrolo[2,3-d]pyrimidin-4-yl)-1H-pyrazol-1-yl]azetidin-3-yl}acetonitrile